2-(4-trifluoromethylbenzylidene)benzofuran-3(2H)-one FC(C1=CC=C(C=C2OC3=C(C2=O)C=CC=C3)C=C1)(F)F